((5-(benzo[c][1,2,5]thiadiazol-4-yl)thiophen-2-yl)methyl)carbamic acid tert-butyl ester C(C)(C)(C)OC(NCC=1SC(=CC1)C1=CC=CC2=NSN=C21)=O